3-(2-((octanoyloxy)(phenyl)methoxy)-2,2-diphenylacetoxy)spiro[bicyclo[3.2.1]octane-8,1'-pyrrolidin]-8-ium trifluoroacetate FC(C(=O)[O-])(F)F.C(CCCCCCC)(=O)OC(OC(C(=O)OC1CC2CCC(C1)[N+]21CCCC1)(C1=CC=CC=C1)C1=CC=CC=C1)C1=CC=CC=C1